NC1=C(C(=O)OC)C(=CC(=C1)NC1CCCC1)F methyl 2-amino-4-(cyclopentylamino)-6-fluorobenzoate